ClCCN1N=CC(=C1)B1OC(C(O1)(C)C)(C)C 1-(2-Chloroethyl)-4-(4,4,5,5-tetramethyl-1,3,2-dioxaborolan-2-yl)-1H-pyrazole